cyclohexene-4,5-diol C1=CCC(C(C1)O)O